2-((1R)-1-(2-benzoylhydrazino)ethyl)-N-(5-chloro-4-(trifluoromethyl)pyridin-2-yl)-1,3-thiazole-5-carboxamide C(C1=CC=CC=C1)(=O)NN[C@H](C)C=1SC(=CN1)C(=O)NC1=NC=C(C(=C1)C(F)(F)F)Cl